6-(4-(3,8-diazabicyclo[3.2.1]octan-3-yl)-6-chloro-8-fluoro-2-(((2S,7aS)-2-fluorotetrahydro-1H-pyrrolizin-7a(5H)-yl)methoxy)quinazolin-7-yl)-4-methyl-5-(trifluoromethyl)pyridin-2-amine C12CN(CC(CC1)N2)C2=NC(=NC1=C(C(=C(C=C21)Cl)C2=C(C(=CC(=N2)N)C)C(F)(F)F)F)OC[C@]21CCCN1C[C@H](C2)F